N1,N1'-1,2-ethanediylbis(1,3-propanediamine) C(CNCCCN)NCCCN